(E)-7-(3-(4-hydroxy-3,5-dimethoxybenzylidene)-2,5-diketopyrrolidinyl)-N-hydroxyheptylamide OC1=C(C=C(\C=C/2\C(N(C(C2)=O)C(CCCCCC[NH-])O)=O)C=C1OC)OC